1,6-hexanediol di-methacrylate C(C(=C)C)(=O)OCCCCCCOC(C(=C)C)=O